4-(4-(3-(3-(but-3-yn-1-yl)-3H-diazirin-3-yl)propanoyl)piperazin-1-yl)-N-cyclohexylbenzamide C(CC#C)C1(N=N1)CCC(=O)N1CCN(CC1)C1=CC=C(C(=O)NC2CCCCC2)C=C1